2,5-diethyl-4-propoxyphenol C(C)C1=C(C=C(C(=C1)OCCC)CC)O